6-(2-(3-Chloro-2-fluorophenyl)-5,6-dihydro-4H-pyrrolo[1,2-b]pyrazol-3-yl)-[1,2,4]triazolo[1,5-a]pyridine ClC=1C(=C(C=CC1)C=1C(=C2N(N1)CCC2)C=2C=CC=1N(C2)N=CN1)F